CC(C(=O)NC1=CC=C(C=C1)C1=NC(=CN=C1)C(F)(F)F)(C)C=1N=C(SC1)NS(=O)(=O)C 2-methyl-2-(2-(methylsulfonylamino)thiazol-4-yl)-N-(4-(6-(trifluoromethyl)pyrazin-2-yl)phenyl)propanamide